2-{6-[(+)-2-amino-1-cyclopropyl-1-hydroxyethyl]-3-fluoro-2-[4-(trifluoromethyl)phenyl]Pyridine-4-Yl}propan-2-ol NCC(O)(C1CC1)C1=CC(=C(C(=N1)C1=CC=C(C=C1)C(F)(F)F)F)C(C)(C)O